C12CN(CC2C1)C1=CC=C(C(=C1C#N)F)COCC1=C(C(=C(C=C1)N1CC2CC2C1)C#N)F 6-{3-Azabicyclo[3.1.0]hexan-3-yl}-3-{[(4-{3-azabicyclo[3.1.0]hexan-3-yl}-3-cyano-2-fluorophenyl)methoxy]-methyl}-2-fluorobenzonitrile